N-(3-(3-(4-(3-methoxyphenoxy)-3-methylphenyl)-2-oxo-2,3-dihydro-1H-imidazo[4,5-c]pyridin-1-yl)phenyl)acrylamide COC=1C=C(OC2=C(C=C(C=C2)N2C(N(C3=C2C=NC=C3)C=3C=C(C=CC3)NC(C=C)=O)=O)C)C=CC1